FC(C1=C2C(=NC=C1)SC(=C2)C(=O)N)(F)F 4-(trifluoromethyl)thieno[2,3-b]pyridine-2-carboxamide